C1(=CC=CC=C1)N1CCN(CC1)C=1C2=C(N=CN1)C=CC(=N2)C2=CC(=NC=C2)N 4-(4-(4-phenylpiperazin-1-yl)pyrido[3,2-d]pyrimidin-6-yl)pyridin-2-amine